5-(1-(2,3-dimethylphenyl)vinyl)-1H-imidazole CC1=C(C=CC=C1C)C(=C)C1=CN=CN1